6-(cyclopropanecarboxamido)-4-((4-(diethylphosphoryl)-2-methoxyphenyl)amino)nicotinamide C1(CC1)C(=O)NC1=NC=C(C(=O)N)C(=C1)NC1=C(C=C(C=C1)P(=O)(CC)CC)OC